(4-isobutoxybenzyl)-7-(1-isopropylpiperidin-4-yl)-5,7-diazaspiro[2.5]octan-6-one C(C(C)C)OC1=CC=C(CC2CC23CNC(N(C3)C3CCN(CC3)C(C)C)=O)C=C1